COC(=O)C=1C=CC2=C(N(C(=N2)CN2C(C3=CC(=CC=C3CC2)OCC2=C(C=C(C=C2)C#N)F)=O)CC2OCC2)C1 2-((7-((4-cyano-2-fluorobenzyl)oxy)-1-oxo-3,4-dihydroisoquinolin-2(1H)-yl)methyl)-1-((oxetan-2-yl)methyl)-1H-benzo[d]imidazole-6-carboxylic acid methyl ester